N1=C(C=CC=C1)C1(CC1)NC(=O)C1CNCCC1 piperidine-3-carboxylic acid (1-pyridin-2-yl-cyclopropyl)-amide